tert-Butyl (R)-3-((3-((1-(1-(ethylsulfonyl) piperidin-4-yl)ethyl)carbamoyl)-4-methylphenyl)amino)azetidine-1-carboxylate C(C)S(=O)(=O)N1CCC(CC1)[C@@H](C)NC(=O)C=1C=C(C=CC1C)NC1CN(C1)C(=O)OC(C)(C)C